(1-(1-(cis-4-isopropylcyclohexyl) piperidin-4-yl)-3-(pyrrolidin-1-ylmethyl)-1H-pyrrolo[2,3-b]pyridin-2-yl)methyl carbamate C(N)(OCC1=C(C=2C(=NC=CC2)N1C1CCN(CC1)[C@@H]1CC[C@@H](CC1)C(C)C)CN1CCCC1)=O